NC1=NC(=C2N=CN(C2=N1)[C@@H]1O[C@@]([C@H](C1)O)(CO)CF)O 2-amino-9-((2R,4S,5R)-5-(fluoromethyl)-4-hydroxy-5-(hydroxymethyl)tetrahydrofuran-2-yl)-9H-purin-6-ol